BrC1=CC=CC(=N1)OC(CCC(=O)OC(C)(C)C)C tert-butyl 4-[(6-bromo-2-pyridyl)oxy]pentanoate